(R)-12-(5-([1,2,4]triazolo[4,3-a]pyridin-7-yl)-1H-imidazol-2-yl)-7-chloro-8-fluoro-13,14-dihydro-2H-spiro[benzo[5,6]azocino[4,3-g]indolizine-3,1'-cyclopropane]-1,10(4H,12H)-dione N=1N=CN2C1C=C(C=C2)C2=CN=C(N2)C2CN1C(CC3(CC3)[C@@H]1C1=C2C=2C(=C(C=NC1)Cl)C(=CC(C2)=O)F)=O